OC(CCNCCC(C)O)C bis-(3-hydroxy-butyl)-amine